C([C@@H]1[C@H]([C@@H]([C@@H]([C@@H](O1)O[C@H]2[C@H]([C@@H]([C@H](O[C@H]2O[C@H]3[C@H]([C@@H]([C@H](O[C@@H]3O[C@H]4[C@H]([C@@H]([C@H](OC4O)CO)O)O)CO)O)O)CO)O)O)O)O)O)O The molecule is a mannotetrose comprising beta-D-mannopyranose, beta-D-mannopyranose, alpha-D-mannopyranose and D-mannopyranose residues joined in sequence by (1->2) glycosidic linkages. It derives from a beta-D-Manp-(1->2)-beta-D-Manp-(1->2)-alpha-D-Manp and a beta-D-Manp-(1->2)-alpha-D-Manp-(1->2)-D-Manp.